N-[4-(Chlorodifluoro-methoxy)phenyl]-1-(2,3-dihydro-1,4-benzodioxin-6-yl)-6-oxo-1,6-dihydropyridine-3-carboxamide ClC(OC1=CC=C(C=C1)NC(=O)C1=CN(C(C=C1)=O)C1=CC2=C(OCCO2)C=C1)(F)F